CC=1C=C(CN2C(NC(N=C2)=O)=O)C=C(C1)C 1-(3,5-dimethylbenzyl)-1,3,5-triazine-2,4-dione